(2E)-1-(2,2-dimethyl-6-methylenecyclohexyl)-2-buten CC1(C(C(CCC1)=C)C\C=C\C)C